3-Hydroxy-2,3-dimethylcyclobutyl (8-amino-7-fluoro-6-(8-methyl-2,3-dihydro-1H-pyrido[2,3-b][1,4]oxazin-7-yl)isoquinolin-3-yl)carbamate NC=1C(=C(C=C2C=C(N=CC12)NC(OC1C(C(C1)(C)O)C)=O)C1=C(C2=C(OCCN2)N=C1)C)F